2-amino-N-(2,5-dichloro-3-pyridinyl)spiro[3.3]heptane-6-carboxamide NC1CC2(C1)CC(C2)C(=O)NC=2C(=NC=C(C2)Cl)Cl